N1(CCC1)C(=O)C1=NN2C=3SC=4OCCOCC4C3C(=N[C@H](C2=N1)C)C1=C(C=CC=C1F)F azetidin-1-yl-[(7S)-9-(2,6-difluorophenyl)-7-methyl-13,16-dioxa-18-thia-2,3,5,8-tetrazatetracyclo[8.8.0.02,6.011,17]octadeca-1(10),3,5,8,11(17)-pentaen-4-yl]methanone